N1C=NC(=C1)C(C1=CC=CC=C1)NC1=CC=C(C=C1)[N+](=O)[O-] ((1H-imidazol-4-yl)(phenyl)methyl)-4-nitroaniline